ethyl 5-amino-2-phenyl-1,3-thiazole-4-carboxylate NC1=C(N=C(S1)C1=CC=CC=C1)C(=O)OCC